3-methylpicolinamide CC=1C(=NC=CC1)C(=O)N